2-(2-fluoro-4-(2-((8-methoxy-[1,2,4]triazolo[1,5-a]pyridin-2-yl)amino)-2-oxoethyl)phenoxy)pyridine-3-carboxamide FC1=C(OC2=NC=CC=C2C(=O)N)C=CC(=C1)CC(=O)NC1=NN2C(C(=CC=C2)OC)=N1